FC=1C2N(C=C(C1)C1=NC=3C=CN(C(C3C(=C1)OCC1=CC=C(C=C1)OC)=O)C1CCN(CC1)C(=O)OC(C)(C)C)CC(=N2)C tert-butyl 4-[2-(8-fluoro-2-methyl-3,8a-dihydroimidazo[1,2-a]pyridin-6-yl)-4-[(4-methoxyphenyl)methoxy]-5-oxo-1,6-naphthyridin-6-yl]piperidine-1-carboxylate